lithium copper antimony [Sb].[Cu].[Li]